ClC=1C=C(C=CC1Cl)CC(=O)N1C2CCC1CC=1C(=NC=CC12)F 2-(3,4-dichlorophenyl)-1-(±)-(1-fluoro-6,7,8,9-tetrahydro-5H-5,8-epiminocyclohepta-[c]pyridin-10-yl)ethan-1-one